1,1-Cyclopropanedimethanol C1(CC1)(CO)CO